1-methyl-2-phenylcyclopropyl alcohol CC1(C(C1)C1=CC=CC=C1)O